benzyl 4-{2-[4-(4-chlorophenyl)-5-{2-[(dimethylamino)methyl]pyridin-4-yl}-1H-imidazol-1-yl]acetyl}piperazine-1-carboxylate ClC1=CC=C(C=C1)C=1N=CN(C1C1=CC(=NC=C1)CN(C)C)CC(=O)N1CCN(CC1)C(=O)OCC1=CC=CC=C1